C(C)SCC(=O)C1CCC2(C3=CC(C4CC(C(CC4(C3CCC12C)C)O)O)=O)O 17-(2-ethylsulfanylacetyl)-2,3,14-trihydroxy-10,13-dimethyl-2,3,4,5,9,11,12,15,16,17-decahydro-1H-cyclopenta[a]phenanthren-6-one